FC1=CC=C(C=C1)C=1C(=C(N(C1C)C1=CC=CC=C1)C(C)C)CC[C@H](C[C@H](CC(=O)[O-])O)O (3R,5R)-7-[4-(4-fluorophenyl)-5-methyl-1-phenyl-2-(propan-2-yl)-1H-pyrrol-3-yl]-3,5-dihydroxyheptanoate